BrC=1C=C(C=2N(C1)C=C(N2)CO)F (6-bromo-8-fluoroimidazo[1,2-a]pyridin-2-yl)methanol